3-(7-fluoro-5-((3-(4'-fluoro-3,4,5,6-tetrahydro-[1,1'-biphenyl]-2-carbonyl)-3,6-diazabicyclo[3.1.1]heptan-6-yl)methyl)-1-oxoisoindolin-2-yl)piperidine-2,6-dione FC=1C=C(C=C2CN(C(C12)=O)C1C(NC(CC1)=O)=O)CN1C2CN(CC1C2)C(=O)C2=C(CCCC2)C2=CC=C(C=C2)F